(2R,3S)-3-cyclopropyl-3-(3-((5-((diisopropylamino)methyl)-4-(5-fluoro-2-hydroxypyridin-4-yl)-2-methylbenzoyl)oxy)phenyl)-2-fluoro-2-methylpropanoic acid C1(CC1)[C@H]([C@@](C(=O)O)(C)F)C1=CC(=CC=C1)OC(C1=C(C=C(C(=C1)CN(C(C)C)C(C)C)C1=CC(=NC=C1F)O)C)=O